C(C1=CC=CC=C1)(C1=CC=CC=C1)=NC(C(=O)N)C1=CC(N(C2=CC=CC=C12)C)=O 2-(Benzhydrylideneamino)-2-(1-methyl-2-oxo-4-quinolyl)acetamide